BrC=1C=C(C=CC1)C=1N=C(SC1)NC(=O)[C@H]1N(CCC1)C(=O)C1=CN(C=C1)S(=O)(=O)C (S)-N-(4-(3-bromophenyl)thiazol-2-yl)-1-(1-(methylsulfonyl)-1H-pyrrole-3-carbonyl)pyrrolidine-2-carboxamide